2-acetoxy-6-geranyl-3-n-pentyl-1,4-benzoquinone C(C)(=O)OC=1C(C(=CC(C1CCCCC)=O)C\C=C(/C)\CCC=C(C)C)=O